CC1=C(C=CC=C1)N(C=N)C1=C(C=CC=C1)C bis(2-methylphenyl)formamidine